Cl.C(C1=CC=CC=C1)(=O)OC1=C(C=C(C=C1)CCNC(CNC)=O)OC(C1=CC=CC=C1)=O 4-(2-(2-(methylamino)acetamido)ethyl)-1,2-phenylene dibenzoate hydrochloride salt